NC1CCN(CC1)C(CCCNC1=C2C(N(C(C2=CC=C1)=O)C1CNC(CC1)=O)=O)=O 4-((4-(4-aminopiperidin-1-yl)-4-oxobutyl)amino)-2-(6-oxopiperidin-3-yl)isoindoline-1,3-dione